[Cl-].[Cl-].[NH4+].[NH4+].C(C1=CC=CC=C1)C(CN1NN(CC(=C1)CCN(C)C)CC(N(C)C)CC1=CC=CC=C1)N(C)C 1,3-bis(benzyldimethylaminoethyl)5-(dimethylaminoethyl)triazine diammonium dichloride